7-(6-(bis(4-methoxybenzyl)amino)-4-methyl-3-(trifluoromethyl)pyridin-2-yl)-6-chloro-5-fluoro-3-((2-(trimethylsilyl)ethoxy)methyl)quinazolin-4(3H)-one COC1=CC=C(CN(C2=CC(=C(C(=N2)C2=C(C(=C3C(N(C=NC3=C2)COCC[Si](C)(C)C)=O)F)Cl)C(F)(F)F)C)CC2=CC=C(C=C2)OC)C=C1